1-dodecyl-methyl-dichlorosilane C(CCCCCCCCCCC)C[SiH](Cl)Cl